3-benzyl-2-methoxy-5-nitro-1,1'-biphenyl C(C1=CC=CC=C1)C=1C(=C(C=C(C1)[N+](=O)[O-])C1=CC=CC=C1)OC